C(C)SC1=C(C=CC=C1)N1N=NC(=C1C)C1=CC(=CC=C1)C(F)(F)F 1-(2-ethylsulfanylphenyl)-5-methyl-4-[3-(trifluoromethyl)phenyl]triazole